C(C)(C)(C)OC(CN1[C@H](CN(CCN(CCN(CC1)CC(OC(C)(C)C)=O)CC(OC(C)(C)C)=O)CC(OC(C)(C)C)=O)CC1=CC=C(OCCCC2=CC=C(C(=O)O)C=C2)C=C1)=O (S)-4-(3-(4-((1,4,7,10-tetrakis(2-(tert-butoxy)-2-oxoethyl)-1,4,7,10-tetraazacyclododecan-2-yl)methyl)phenoxy)propyl)benzoic acid